C(C)(C)(C)C1=C(C(=CC(=C1)C(C)(C)C)C=NC1=C(C=C(C=C1C)O)C)O 2,4-di-tert-butyl-6-(((4-hydroxy-2,6-dimethylphenyl)imino)methyl)phenol